trans-tert-butyl 2-((benzyloxy)methyl)-6-(2-chloro-6-(6-(methylcarbamoyl) pyrimidin-4-yl)pyridin-4-yl)morpholine-4-carboxylate C(C1=CC=CC=C1)OC[C@@H]1CN(C[C@H](O1)C1=CC(=NC(=C1)C1=NC=NC(=C1)C(NC)=O)Cl)C(=O)OC(C)(C)C